3-(4-Methylpyridin-3-yl)-1,2-oxazol-5-amine CC1=C(C=NC=C1)C1=NOC(=C1)N